(R)-N-(1-(2-chloroquinolin-4-yl)ethyl)-2-methylbenzamide ClC1=NC2=CC=CC=C2C(=C1)[C@@H](C)NC(C1=C(C=CC=C1)C)=O